O-(decylphosphoryl)choline CCCCCCCCCCOP(=O)([O-])OCC[N+](C)(C)C